[H-].[Na+].ClC1=CN=C(S1)N1N=C(C=C1)CC(=O)OCC ethyl 2-[1-(5-chloro-1,3-thiazol-2-yl)-1H-pyrazol-3-yl]acetate Sodium hydride